(±)-3-(5-chloro-2-methoxyphenyl)-1,3-dihydro-3-hydroxy-6-iodo-2H-indol-2-one ClC=1C=CC(=C(C1)[C@]1(C(NC2=CC(=CC=C12)I)=O)O)OC |r|